C(#N)C1=C(C=C(OC2CCC(CC2)NC(=O)C=2C=NC(=NC2)N2CCC(CC2)C(=O)O)C=C1)C(F)(F)F 1-(5-(((1r,4r)-4-(4-Cyano-3-(trifluoromethyl)phenoxy)cyclohexyl)carbamoyl)pyrimidin-2-yl)piperidine-4-carboxylic acid